[Cl-].[Br-].C(CCCCCCCCCCCCCCC)[N+](C)(C)C.C(CCCCCCCCCCCCCCC)[N+](C)(C)C cetyl-trimethyl-ammonium bromide chloride